OC[C@H]1N(C[C@@H](C1)C1=CC=NC=C1)C(=O)OC(C)(C)C tert-butyl (2S,4S)-2-(hydroxymethyl)-4-(pyridin-4-yl)pyrrolidine-1-carboxylate